(S)-6-(1-amino-1,3-dihydrospiro[indene-2,4'-piperidine]-1'-yl)-3-(1-(3-methoxy-2-methylphenyl)vinyl)-1H-pyrazole N[C@@H]1C2=CC=CC=C2CC12CCN(CC2)C2=CC=C(C(=C2C(=C)C2=NNC=C2)C)OC